C(C)N1CC2(OC3(CC3)C1)CCN(CC2)CCC2=NC=CC=C2F 12-ethyl-8-(2-(3-fluoropyridin-2-yl)ethyl)-4-oxa-8,12-diazadispiro[2.1.5.3]tridecane